2-((3-methoxyphenyl)amino)-N-methyl-N-phenyl-6-((2,4,4-trimethyl-pentan-2-yl)amino)pyrimidine-4-carboxamide COC=1C=C(C=CC1)NC1=NC(=CC(=N1)C(=O)N(C1=CC=CC=C1)C)NC(C)(CC(C)(C)C)C